methyl 2-(4-((s)-2-((((9H-fluoren-9-yl)methoxy)carbonyl)amino)-5-ureidopentanamido)phenyl)-2-hydroxyacetate C1=CC=CC=2C3=CC=CC=C3C(C12)COC(=O)N[C@H](C(=O)NC1=CC=C(C=C1)C(C(=O)OC)O)CCCNC(=O)N